C(C)P([O-])(=O)CC.C(C)P([O-])(=O)CC.[Zn+2] zinc bis(diethylphosphinic acid) salt